(2s,4r)-2-(4-cyclopropyl-4-(5-(4,4-difluorocyclohexyl)-1,2,4-oxadiazol-3-yl)piperidine-1-carbonyl)-4-hydroxy-5,5-dimethylpiperidine-1-carboxylic acid tert-butyl ester C(C)(C)(C)OC(=O)N1[C@@H](C[C@H](C(C1)(C)C)O)C(=O)N1CCC(CC1)(C1=NOC(=N1)C1CCC(CC1)(F)F)C1CC1